9-methyl-1,3,4,9-tetrahydro-2H-pyrido[3,4-b]indole-2-carboxylic acid tert-butyl ester C(C)(C)(C)OC(=O)N1CC=2N(C3=CC=CC=C3C2CC1)C